N1(C=NC=C1)CC1=CC=C(C=C1)NC=1N=CC2=C(N1)CN(CC2)C(=O)OC(C)(C)C Tert-butyl 2-({4-[(1H-imidazol-1-yl)methyl]phenyl}amino)-5H,6H,7H,8H-pyrido[3,4-d]pyrimidine-7-carboxylate